ClC1(C=C(C(N)N)C=CC1(C1=CC=CC=C1)C1=CC=CC=C1)Cl 3,3-dichloro-4,4-diphenyltoluenediamine